FC1(C[C@@H](CCC1)N(C1=CC=CC=C1)C(CC1(CCN(CC1)C1=NC=CC=C1)C(=O)O)=O)F |r| 4-[2-(N-[(rac)-3,3-difluorocyclohexyl]anilino)-2-oxo-ethyl]-1-(2-pyridinyl)piperidine-4-carboxylic acid